(3-bromo-1-methyl-1H-pyrrolo[2,3-c]pyridin-5-yl)acetamide BrC1=CN(C2=CN=C(C=C21)CC(=O)N)C